C[O-].C[O-].C[O-].[Al+3] Aluminum trimethoxide